4-methoxy-3-(5-(2-((2-(trimethylsilyl)ethoxy)methyl)-2H-tetrazol-5-yl)pyridin-3-yl)phenyl (cyclohexylmethyl)carbamate C1(CCCCC1)CNC(OC1=CC(=C(C=C1)OC)C=1C=NC=C(C1)C=1N=NN(N1)COCC[Si](C)(C)C)=O